C(C1=CC=CC=C1)OC=1C=C2C=CC(=CC2=C(C1N1S(NC(C1)=O)(=O)=O)F)OCCCCCC=O 6-[[6-benzyloxy-8-fluoro-7-(1,1,4-trioxo-1,2,5-thiadiazolidin-2-yl)-2-naphthyl]oxy]hexanal